C1(=C(C(=C(C=2C(=CC=C(C12)C(=O)O)C(=O)O)C(=O)O)C(=O)O)C(=O)O)C(=O)O 1,2,3,4,5,8-naphthalenehexacarboxylic acid